FC(S(=O)(=O)OC=1COC(C1C#N)COCC1=CC=CC=C1)(F)F 5-((benzyloxy)methyl)-4-cyano-2,5-dihydrofuran-3-yl trifluoromethanesulfonate